N-((S)-(4-chlorophenyl)(trans-4-(trifluoromethyl)cyclohexyl)methyl)-3-oxopiperazine-1-carboxamide ClC1=CC=C(C=C1)[C@@H](NC(=O)N1CC(NCC1)=O)[C@@H]1CC[C@H](CC1)C(F)(F)F